benzyl 3-chlorospiro[7,8-dihydro-5H-pyrazino[2,3-c]pyridazine-6,4'-piperidine]-1'-carboxylate ClC1=CC2=C(N=N1)NCC1(CCN(CC1)C(=O)OCC1=CC=CC=C1)N2